2-acetyl-3,4,5,6-tetrafluoro-N,N-dimethylbenzenesulfonamide C(C)(=O)C1=C(C(=C(C(=C1F)F)F)F)S(=O)(=O)N(C)C